alpha-glutamylcysteine N[C@@H](CCC(O)=O)C(=O)N[C@@H](CS)C(=O)O